FC=1C=C(C=C(C1N1S(NC(C1)=O)(=O)=O)O)CNC1=NC=C(C=N1)C#N 2-[[3-fluoro-5-hydroxy-4-(1,1,4-trioxo-1,2,5-thiadiazolidin-2-yl)phenyl]methylamino]pyrimidine-5-carbonitrile